COC1=C(C=C2C(=C1)C(=C3C(=C2O[C@H]4[C@@H]([C@H]([C@@H]([C@H](O4)CO)O)O)O)COC3=O)C5=CC6=C(C=C5)OCO6)OC The molecule is a member of the class of cleistanthins that is cleistanthin A in which the 3,4-di-O-methyl-D-xylopyranosyl group is replaced by a beta-D-glucopyranosyl group. It has a role as an antihypertensive agent, an alpha-adrenergic antagonist and a diuretic. It is a member of cleistanthins, a beta-D-glucoside and a monosaccharide derivative.